NC1=CC=C2C=C(C(=NC2=C1)C)C1C(NC(CC1)=O)=O 3-(7-amino-2-methylquinolin-3-yl)piperidine-2,6-dione